OC1C(C(N=C2N1C=CC=C2)=O)C(=O)OCC Ethyl 4-hydroxy-2-oxo-3,4-dihydro-2H-pyrido[1,2-a]pyrimidine-3-carboxylate